ClC=1C=C(C=C(C1)F)N1C=C(C=2C(C(CCC12)F)O)C(F)(F)F 1-(3-chloro-5-fluorophenyl)-5-fluoro-3-(trifluoromethyl)-4,5,6,7-tetrahydro-1H-indol-4-ol